C(C=C)OCC1=CC(=C(C=C1)O)OCC 4-[(allyloxy)methyl]-2-ethoxyphenol